1,3-diaminophenazine NC1=CC(=CC2=NC3=CC=CC=C3N=C12)N